ethyl 2-(1-(2-methyl-6-(1-methyl-5-((2-oxo-5-propylpyridin-1(2H)-yl)methyl)-1H-1,2,3-triazol-4-yl)pyridin-3-yl)pyrrolidin-3-yl)acetate CC1=NC(=CC=C1N1CC(CC1)CC(=O)OCC)C=1N=NN(C1CN1C(C=CC(=C1)CCC)=O)C